ClC=1SC(=C(N1)Cl)C(=O)O 2,4-dichlorothiazole-5-carboxylic acid